O=C1NC(CCC1N1C(C2=CC=C(C=C2C1=O)N1CCN(CC1)CC1CCNCC1)=O)=O 2-(2,6-dioxo-3-piperidyl)-5-[4-(4-piperidylmethyl)piperazin-1-yl]isoindoline-1,3-dione